benzyl ((S)-1-((3R,5'S)-5-bromo-5'-cyano-2-oxospiro[indoline-3,3'-pyrrolidin]-1-yl)-4-methyl-1-oxopentan-2-yl)(methyl)carbamate BrC=1C=C2C(=CC1)N(C([C@@]21CN[C@@H](C1)C#N)=O)C([C@H](CC(C)C)N(C(OCC1=CC=CC=C1)=O)C)=O